3-Chloro-1-(2-fluoro-4,6-dihydroxyphenyl)propan-1-one ClCCC(=O)C1=C(C=C(C=C1O)O)F